C1CCC2=CC(=CC=C12)NC1=C(C=C2C(=N1)NN=C2N)F N6-(2,3-dihydro-1H-inden-5-yl)-5-fluoro-1H-pyrazolo[3,4-b]pyridine-3,6-diamine